2-((1-methylpyrrolidin-3-yl)oxy)-5-(thiophen-2-yl)aniline CN1CC(CC1)OC1=C(N)C=C(C=C1)C=1SC=CC1